N-(4-(1,2,4,5-tetrazin-3-yl)benzyl)-N-(carboxymethyl)-2-fluoroethanaminium 2,2,2-trifluoroacetate FC(C(=O)[O-])(F)F.N1=NC(=NN=C1)C1=CC=C(C[NH+](CCF)CC(=O)O)C=C1